C(C)N(CC)C1=CC=C(C=C)C=C1 4-(N,N-diethylamino)styrene